3-formyl-6-isopropyl-chromonepentacosanic acid C(=O)C1=C(OC2=CC=C(C=C2C1=O)C(C)C)CCCCCCCCCCCCCCCCCCCCCCCCC(=O)O